COC1(C(C=O)C=C(C=C1)OC)C=O 2,5-dimethoxyphthalaldehyde